(1s,4r,5r)-tert-butyl 6-benzyl-4-(methylsulfonyloxy)-2,6-diazabicyclo[3.2.0]heptane-2-carboxylate C(C1=CC=CC=C1)N1[C@H]2[C@@H](CN([C@H]2C1)C(=O)OC(C)(C)C)OS(=O)(=O)C